C1(CC1)CCCOC=1C=C(C=CC1OC)N1C(N(CCC1)CC1=C(C=C(CNC(OC(C)(C)C)=O)C=C1)OC)=O tert-butyl (4-((3-(3-(3-cyclopropylpropoxy)-4-methoxyphenyl)-2-oxotetrahydropyrimidin-1(2H)-yl)methyl)-3-methoxybenzyl)carbamate